S1C=NC=C1C(=O)[O-] thiazole-5-carboxylate